NC(=O)C1=C(C=CC=C1)NC(=O)C1=C(C(=NS1)Cl)Cl N-[2-(aminocarbonyl)phenyl]-3,4-dichloro-5-isothiazolecarboxamide